CN1CC(CCC1)C(=O)N 1-methylpiperidin-3-ylmethaneAmide